COC1=CC=C(C=C1)N1C(N(C=C1)CC1=CC(=C(OC(C(=O)O)(C)C)C(=C1)C)C)=O 2-(4-((3-(4-Methoxyphenyl)-2-oxo-2,3-dihydro-1H-imidazol-1-yl)methyl)-2,6-dimethylphenoxy)-2-methylpropanoic acid